C(#N)CC1CCN(CC1)N1C=NC=2C1=C1C(=NC2)NC=C1 1-(4-cyanomethylpiperidin-1-yl)-1,6-dihydroimidazo[4,5-d]pyrrolo[2,3-b]pyridine